4-(2-((2-oxabicyclo[2.1.1]hexan-4-yl)methoxy)-4-(3,8-diazabicyclo[3.2.1]octan-8-yl)-6-chloro-8-fluoroquinazolin-7-yl)-2-amino-7-fluorobenzo[b]thiophene-3-carbonitrile C12OCC(C1)(C2)COC2=NC1=C(C(=C(C=C1C(=N2)N2C1CNCC2CC1)Cl)C1=CC=C(C=2SC(=C(C21)C#N)N)F)F